C1CCS1 1,3-propylene sulphide